N-(4-(3-Amino-7-(3,3-dimethylbut-1-yn-1-yl)-1H-indazol-5-yl)pyridin-2-yl)-2-cyclopropylacetamide NC1=NNC2=C(C=C(C=C12)C1=CC(=NC=C1)NC(CC1CC1)=O)C#CC(C)(C)C